(4,7-dichloro-6-(4-((2-hydroxy-7-azaspiro[3.5]nonan-7-yl)methyl)phenyl)-2H-indazol-2-yl)-2-((R)-6-fluoro-6,7-dihydro-5H-pyrrolo[1,2-c]imidazol-1-yl)acetic acid ethyl ester C(C)OC(C(C1=C2N(C=N1)C[C@@H](C2)F)N2N=C1C(=C(C=C(C1=C2)Cl)C2=CC=C(C=C2)CN2CCC1(CC(C1)O)CC2)Cl)=O